N,N'-dimethoxy-N,N'-dimethylmalonamide CON(C(CC(=O)N(C)OC)=O)C